(2R)-2-(2,4-difluorophenyl)-1,1-difluoro-3-(tetrazol-1-yl)-1-[5-[4-(2,2,2-trifluoroethoxy)phenyl]pyridin-2-yl]propan-2-ol FC1=C(C=CC(=C1)F)[C@](C(C1=NC=C(C=C1)C1=CC=C(C=C1)OCC(F)(F)F)(F)F)(CN1N=NN=C1)O